pentane-1,2,4,5-tetrol C(C(CC(CO)O)O)O